COC(C1=C(C(=CC=C1)N1CC2(COC2)C1)Cl)=O 2-chloro-3-(2-oxa-6-azaspiro[3.3]hept-6-yl)benzoic acid methyl ester